OC(CC(=O)[O-])(C)C beta-hydroxy-beta-methyl-butyrate